methyl 2-(1-(tetrahydro-2H-pyran-2-yl)-1H-pyrazol-3-yl)propanoate O1C(CCCC1)N1N=C(C=C1)C(C(=O)OC)C